(R)-2-((S)-2-((tert-Butoxycarbonyl)(methyl)amino)-N,4-dimethylvaleramido)-3-(3-(tert-butyl)isoxazol-5-yl)propionic acid C(C)(C)(C)OC(=O)N([C@H](C(=O)N(C)[C@@H](C(=O)O)CC1=CC(=NO1)C(C)(C)C)CC(C)C)C